2-(3',3'-di-tert-butylphenyl)benzotriazole C(C)(C)(C)C1(CC(=CC=C1)N1N=C2C(=N1)C=CC=C2)C(C)(C)C